tert-Butyl-4-(3-(2,4-dioxotetrahydropyrimidin-1(2H)-yl)benzo[d]isoxazol-6-yl)piperazine C(C)(C)(C)N1CCN(CC1)C1=CC2=C(C(=NO2)N2C(NC(CC2)=O)=O)C=C1